C(C)C=1C2C3=C(C4=CC=C(C=C4C(=C3C(C1)C2)OC2=CC=CC=C2)Cl)OC(C(=C)C)=O 2-ethyl-6-chloro-9-methacryloyloxy-10-phenoxy-1,4-dihydro-1,4-methanoanthracene